2-Amino-9-((2R,3S,4S,5R)-4-fluoro-3-hydroxy-5-(hydroxymethyl)tetrahydrofuran-2-yl)-7-(methoxymethyl)-7,9-dihydro-8H-purin-8-on NC1=NC=C2N(C(N(C2=N1)[C@@H]1O[C@@H]([C@H]([C@H]1O)F)CO)=O)COC